CCCCCCCCCCCCCCCCCCOC(=O)CCSCCC(=O)OCCCCCCCCCCCCCCCCCC di-stearyl thio-di-propionate